[Cl-].C(C=CCCCCCCCCCCCCCCC)[NH3+] 2-octadecenylammonium chloride